ClC1=C(C=CC=C1)[C@@H](C)OC(=O)NC1=C(N=NN1C)C1=CC=C(C(=N1)F)NC(=O)[C@@H]1[C@H](CCCC1)C(=O)OC methyl (1S,2S)-2-((6-(5-((((R)-1-(2-chlorophenyl)ethoxy)carbonyl)amino)-1-methyl-1H-1,2,3-triazol-4-yl)-2-fluoropyridin-3-yl)carbamoyl)cyclohexane-1-carboxylate